(R)-N-(5-(2,6-diazaspiro[3.3]heptan-2-yl)pyridin-2-yl)-5-fluoro-4-(4-methyl-5,6,7,8-tetrahydro-4H-pyrazolo[1,5-a]azepin-3-yl)pyrimidin-2-amine C1N(CC12CNC2)C=2C=CC(=NC2)NC2=NC=C(C(=N2)C=2C=NN1C2[C@@H](CCCC1)C)F